2-bromo-4-(trifluoromethyloxy)benzoic Acid BrC1=C(C(=O)O)C=CC(=C1)OC(F)(F)F